(S,E)-1-amino-2-(1-(2-cyano-3-cyclopropylacryloyl)pyrrolidin-2-yl)-4-(4-((4-methylpyridin-2-yl)carbamoyl)phenyl)-1H-imidazole-5-carboxamide NN1C(=NC(=C1C(=O)N)C1=CC=C(C=C1)C(NC1=NC=CC(=C1)C)=O)[C@H]1N(CCC1)C(\C(=C\C1CC1)\C#N)=O